(E)-2-(2-aminothiazol-4-yl)-N-((2-(2,6-dioxopyrimidin-3-yl)-1-oxoisoindolin-5-yl)methyl)-2-(methoxyimino)acetamide hydrochloride Cl.NC=1SC=C(N1)\C(\C(=O)NCC=1C=C2CN(C(C2=CC1)=O)N1C(NC(C=C1)=O)=O)=N/OC